FC(C)C=1OC2=C(C1)C=C(C(=C2)[2H])[2H] 2-(1-fluoroethyl)(5,6-2H2)-1-benzofuran